acryloxypropylmethyldimethoxysilane C(C=C)(=O)OCCC[Si](OC)(OC)C